N,N-bis-(3-aminopropyl)-2-ethylhexylamine NCCCN(CCCN)CC(CCCC)CC